ethyl (2S,5R)-5-({1-[2-hydroxy-4-(trifluoromethyl)phenyl]pyrido[3,4-d]pyridazin-4-yl}amino)piperidine-2-carboxylate hydrochloride Cl.OC1=C(C=CC(=C1)C(F)(F)F)C1=C2C(=C(N=N1)N[C@@H]1CC[C@H](NC1)C(=O)OCC)C=NC=C2